tert-butyl 4-[6-(benzylcarbamoyl)-2-chloro-pyrimidin-4-yl]piperazine-1-carboxylate C(C1=CC=CC=C1)NC(=O)C1=CC(=NC(=N1)Cl)N1CCN(CC1)C(=O)OC(C)(C)C